4-(4-(5-(((1R,4R,5R,6R)-6-fluoro-1,2,4-trimethyl-2-azabicyclo[2.2.1]heptan-5-yl)(methyl)amino)-1,3,4-thiadiazol-2-yl)-3-hydroxyphenyl)-1-methyl-1,3,5-triazin-2(1H)-one F[C@@H]1[C@@H]([C@]2(CN([C@@]1(C2)C)C)C)N(C2=NN=C(S2)C2=C(C=C(C=C2)C2=NC(N(C=N2)C)=O)O)C